MonoMethyl-Silane C[SiH3]